8-[6-tert-butyl-5-(methylsulfanyl)pyridin-3-yl]-6-oxo-2H,3H,4H,6H-pyrimido[2,1-b][1,3]thiazine-7-carbonitrile C(C)(C)(C)C1=C(C=C(C=N1)C=1N=C2SCCCN2C(C1C#N)=O)SC